[Si](C)(C)(C(C)(C)C)OC=1C=C2C(=NN(C2=CC1)C1OCCCC1)C1=NN(N=C1)CCOCCOC[C@H](C)O (2S)-1-[2-[2-[4-[5-[tert-butyl(dimethyl)silyl]oxy-1-tetrahydropyran-2-yl-indazol-3-yl]triazol-2-yl]ethoxy]ethoxy]propan-2-ol